[Cl-].C(CCCCCCCCCCCCCCCCC)[NH3+] stearylammonium Chloride